butyl 4-[6-(1-methyl-1H-pyrazol-4-yl)pyrazolo[1,5-a]pyrazin-3-yl]piperazine-1-carboxylate CN1N=CC(=C1)C=1N=CC=2N(C1)N=CC2N2CCN(CC2)C(=O)OCCCC